3'-((perfluoropropane-2,2-diyl)bis(4,1-phenylene))bis(3-(trifluoromethyl)-3H-diazirine) FC(C(C(F)(F)F)(C1=CC=C(C=C1)C1(N=N1)C(F)(F)F)C1=CC=C(C=C1)C1(N=N1)C(F)(F)F)(F)F